2-bromo-4-chlorobenzyl-2-nitrophenyl ether BrC1=C(CC=2C(=C(C=CC2)OC2=C(C(=CC=C2)CC2=C(C=C(C=C2)Cl)Br)[N+](=O)[O-])[N+](=O)[O-])C=CC(=C1)Cl